N-(cis-1-acetyl-2-(((3-phenylcyclopentyl)oxy)methyl)-piperidin-3-yl)methanesulfonamide tert-Butyl-N-[1-[(4,7-difluoro-2-formyl-2,3-dihydro-1H-inden-5-yl)oxymethyl]cyclopropyl]carbamate C(C)(C)(C)OC(NC1(CC1)COC=1C(=C2CC(CC2=C(C1)F)C=O)F)=O.C(C)(=O)N1[C@H]([C@H](CCC1)NS(=O)(=O)C)COC1CC(CC1)C1=CC=CC=C1